ClC=1C=C(C(=O)NC2=NN(C(=C2)C2=NC3=C(N2)C=CC(=C3)OCCOC)CC3=CC=C(C=C3)OC)C=CC1OC 3-chloro-4-methoxy-N-[5-[5-(2-methoxyethoxy)-1H-benzimidazol-2-yl]-1-[(4-methoxyphenyl)methyl]pyrazol-3-yl]benzamide